COC([C@H]1N(CCC1)C(C(C)C)=O)=O isobutyryl-proline methyl ester